NC1=CC=C(C(=N1)C)N1N=C(C(=C1)C1=CN=C(N1C)C(=O)NC1=CC(=C(C=C1)C(=O)N1CCN(CC1)C(=O)C1CCNCC1)Cl)C(F)(F)F 5-[1-(6-amino-2-methyl-3-pyridyl)-3-(trifluoromethyl)pyrazol-4-yl]-N-[3-chloro-4-[4-(piperidine-4-carbonyl)piperazine-1-carbonyl]phenyl]-1-methyl-imidazole-2-carboxamide